ClC1=CC=C2C(=C1)CN(C(C21CCN(CC1)C1CCC(CC1)C(C)C)=O)CCN1C(CCCC1)=O 7-chloro-1'-((1s,4s)-4-isopropyl-cyclohexyl)-2-(2-(2-oxopiperidin-1-yl)ethyl)-1,2-dihydro-3H-spiro[isoquinoline-4,4'-piperidin]-3-one